ClC1=C(C=CC(=C1)C(F)(F)F)N1CCC(CC1)(C(=O)NCCN(C)C)C=1C=NC(=CC1)C=1N(C=CC1)C 1-[2-chloro-4-(trifluoromethyl)phenyl]-N-[2-(dimethylamino)ethyl]-4-[6-(1-methyl-1H-pyrrol-2-yl)pyridin-3-yl]piperidine-4-carboxamide